FC(C(=O)O)(CCCC1=CC=C(C=C1)F)F α,α,4-trifluoro-benzenepentanoic acid